(S)-1-(7-benzyl-2-chloro-5,6,7,8-tetrahydropyrido[3,4-d]pyrimidin-4-yl)pyrrolidine-2-carboxamide C(C1=CC=CC=C1)N1CC=2N=C(N=C(C2CC1)N1[C@@H](CCC1)C(=O)N)Cl